C1(=CC=CC=C1)C1OCC(CO1)(CO)CO 2-phenyl-1,3-dioxane-5,5-dimethanol